O1C(COCC1)CO (1,4-dioxan-2-yl)methanol